4-methylbenzaldehyde O-(2-((1S,3S)-3-acetyl-2,2-dimethylcyclobutyl)acetyl) oxime C(C)(=O)[C@@H]1C([C@@H](C1)CC(=O)ON=CC1=CC=C(C=C1)C)(C)C